(2E,2'E)-2,2'-(1-(5-((diisopropylamino)methyl)furan-2-yl)ethane-1,2-diylidene)bis(N-ethylhydrazine-1-carbothioamide) C(C)(C)N(C(C)C)CC1=CC=C(O1)\C(\C=N\NC(NCC)=S)=N\NC(NCC)=S